OCC=1C(CCC(C1CCCCCCCCCCCCCCCOC)(C)C)=O 2-(hydroxymethyl)-3-(15-methoxypentadecyl)-4,4-dimethylcyclohex-2-en-1-one